tert-butyl 4-(3-fluoro-5-sulfamoylpyridin-2-yl)sulfanylpiperidine-1-carboxylate FC=1C(=NC=C(C1)S(N)(=O)=O)SC1CCN(CC1)C(=O)OC(C)(C)C